[3-methyl-5-(1,2,4-triazol-4-yl)phenyl]methanone CC=1C=C(C=C(C1)N1C=NN=C1)C=O